BrC1=CC2=C(N(C(=N2)CCN(C)C)C(=O)OC(C)(C)C)C=C1 tert-butyl 5-bromo-2-(2-(dimethylamino)ethyl)-1H-benzo[d]imidazole-1-carboxylate